5-azaspiro[2.3]-hexan C1CC12CNC2